C(C)(C)(C)C=1C=C(C(=O)O)C=CC1OC1=C(C=C(C=C1)C1C=2C(NC(C1)=O)=NNC2)OC 3-Tert-butyl-4-(2-methoxy-4-{6-oxo-2h,4h,5h,6h,7h-pyrazolo[3,4-b]pyridin-4-yl}phenoxy)benzoic acid